NCCN1C[C@H](CC1)O (3S)-1-(2-aminoethyl)pyrrolidin-3-ol